N1C(=NC=C1)C1CN(C1)C(=O)OC(C)(C)C tert-butyl 3-(1H-imidazol-2-yl)azetidine-1-carboxylate